NC1=C(C=C(C(=N1)OC)CC#N)F 2-(6-amino-5-fluoro-2-methoxy-3-pyridinyl)acetonitrile